ClC1=C(C=NC=C1)C=O 4-CHLOROPYRIDINE-3-CARBOXALDEHYDE